tert-butyl (2S,4R)-2-[2-[6-[[5-(3-fluoro-2-pyridyl)thiazol-2-yl]amino]imidazo[4,5-c]pyridin-1-yl]ethylcarbamoyl]-4-hydroxy-pyrrolidine-1-carboxylate FC=1C(=NC=CC1)C1=CN=C(S1)NC1=CC2=C(C=N1)N=CN2CCNC(=O)[C@H]2N(C[C@@H](C2)O)C(=O)OC(C)(C)C